methyl 5-chloro-1-methyl-pyrrolo[3,2-b]pyridine-3-carboxylate ClC1=CC=C2C(=N1)C(=CN2C)C(=O)OC